CN1CC(N[C@@H]2[C@H](C1=O)CN(C2)C(=O)OCC2C1=CC=CC=C1C=1C=CC=CC21)=O (9H-fluoren-9-yl)methyl (5aR,8aR)-4-methyl-2,5-dioxooctahydropyrrolo[3,4-e][1,4]diazepine-7(1H)-carboxylate